(1S,2S)-N-(6-(7-ethoxy-5-ethyl-6-fluoro-1H-indazol-4-yl)imidazo[1,2-a]pyridin-2-yl)-2-fluorocyclopropane-1-carboxamide C(C)OC=1C(=C(C(=C2C=NNC12)C=1C=CC=2N(C1)C=C(N2)NC(=O)[C@H]2[C@H](C2)F)CC)F